3-(7-azabicyclo[2.2.1]heptane-2-yl)-1-(4-methylbenzenesulfonyl)-1H-indole C12C(CC(CC1)N2)C2=CN(C1=CC=CC=C21)S(=O)(=O)C2=CC=C(C=C2)C